N'-hydroxy-3-(trifluoromethoxy)benzene-1-carboxamidine ON=C(N)C1=CC(=CC=C1)OC(F)(F)F